diazabicyclo[5.4.0]undecene C1CCC2=NNCCCC2C1